trans-N-{5-(7'-Fluoro-3'-methyl-2'-oxo-3-(pyridin-3-yl)-2',3'-dihydrospiro[cyclobutane-1,1'-pyrrolo[2,3-c]quinolin]-8'-yl)-2-(2-(isopropylamino)ethoxy)pyridin-3-yl}methanesulfonamide FC=1C(=CC=2C3=C(C=NC2C1)N(C(C31CC(C1)C=1C=NC=CC1)=O)C)C=1C=C(C(=NC1)OCCNC(C)C)NS(=O)(=O)C